CN(C(O)=O)C1=NC2=C(N1)C=CC(=C2)C2=C(C=CC(=C2)CC2=NNC(C1=CC=C(C=C21)F)=O)F.BrC=2SC(=C(N2)C)C2CCC1(OCCO1)CC2 2-bromo-4-methyl-5-(1,4-dioxaspiro[4.5]decan-8-yl)thiazole Methyl-(5-(2-fluoro-5-((7-fluoro-4-oxo-3,4-dihydrophthalazin-1-yl)methyl)phenyl)-1H-benzoimidazol-2-yl)carbamate